(2-(5-(thiophen-2-yl)-1,3,4-oxadiazol-2-yl)propan-2-yl)carbamic acid tert-butyl ester C(C)(C)(C)OC(NC(C)(C)C=1OC(=NN1)C=1SC=CC1)=O